2-(2-hydroxy-4-methoxyphenyl)-1H-anthracene OC1=C(C=CC(=C1)OC)C1CC2=CC3=CC=CC=C3C=C2C=C1